((1R,3R)-3-aminocyclobutyl)(4-(1-methyl-4-(trifluoromethyl)-1H-pyrrolo[2,3-c]pyridin-7-yl)piperazin-1-yl)methanone hydrochloride Cl.NC1CC(C1)C(=O)N1CCN(CC1)C=1N=CC(=C2C1N(C=C2)C)C(F)(F)F